FC(C1=NN(C=C1NC(=O)C=1C=NN2C1N=C(C=C2)N2CCOCC2)C2CCN(CC2)CC2=NC=C(C=C2)N2C(NC(CC2)=O)=O)F N-(3-(difluoromethyl)-1-(1-((5-(2,4-dioxotetrahydropyrimidin-1(2H)-yl)pyridin-2-yl)methyl)piperidin-4-yl)-1H-pyrazol-4-yl)-5-morpholinopyrazolo[1,5-a]pyrimidine-3-carboxamide